3-pyrimidin-4-yl-4-[4-(trifluoromethyl)anilino]benzoic acid N1=CN=C(C=C1)C=1C=C(C(=O)O)C=CC1NC1=CC=C(C=C1)C(F)(F)F